(3R,4S)-4-[(5-bromo-1-{[2-(trimethylsilyl)ethoxy]methyl}pyrrolo[2,3-b]pyridin-6-yl)oxy]-N-[(1R)-1-phenylethyl]oxolan-3-amine BrC=1C=C2C(=NC1O[C@H]1[C@@H](COC1)N[C@H](C)C1=CC=CC=C1)N(C=C2)COCC[Si](C)(C)C